NCC=1C=C(C=C(C1)F)C[C@H](C(=O)OC(C)(C)C)[C@@H]1CN(CC1)C(=O)OC(C)(C)C tert-butyl (R)-3-((S)-3-(3-(aminomethyl)-5-fluorophenyl)-1-(tert-butoxy)-1-oxopropan-2-yl)pyrrolidine-1-carboxylate